rac-4-amino-3-(((4-methyl-7,10-dioxadispiro[2.2.46.23]dodecan-4-yl)methyl)amino)benzonitrile NC1=C(C=C(C#N)C=C1)NC[C@]1(C2(CC2)CCC2(C1)OCCO2)C |r|